NC1=C(NN(C(=C1)NC(=O)C1CC1)C)C(=O)O amino-6-(Cyclopropanecarboxamido)-N-methylpyridazine-3-carboxylic acid